3-(difluoromethoxy)phenyl-boronic acid FC(OC=1C=C(C=CC1)B(O)O)F